CC1(OB(OC1(C)C)C1=CC=C(C=C1)C1CC(C1)CN1CCC(CC1)CO)C [1-[[3-[4-(4,4,5,5-tetramethyl-1,3,2-dioxaborolan-2-yl)phenyl]cyclobutyl]methyl]-4-piperidyl]methanol